COC=1C=C2C(=CC=NC2=CC1OC)N1C=CC2=CC(=CC=C12)N 1-(6,7-dimethoxy-4-quinolyl)indol-5-amine